ClC1=C(C=O)C(=CC(=C1)Cl)F 2,4-dichloro-6-fluorobenzaldehyde